CS(=NC(C1=CC=C(C=C1)C1=NOC(=N1)C(F)(F)F)=O)(CC#C)=O N-(methyl(oxo)(prop-2-yn-1-yl)-λ6-sulfaneylidene)-4-(5-(trifluoromethyl)-1,2,4-oxadiazol-3-yl)benzamide